N-(3-(2'-Amino-7'-oxo-5'H-spiro[cyclopropane-1,8'-pyrido[4,3-d]pyrimidine]-6'(7'H)-yl)-4-methylphenyl)-3-chloro-5-(trifluoromethyl)benzamide NC=1N=CC2=C(N1)C1(C(N(C2)C=2C=C(C=CC2C)NC(C2=CC(=CC(=C2)C(F)(F)F)Cl)=O)=O)CC1